C1(=CC=CC=C1)C1C(C(CCC1)C1=CC=CC=C1)(C1=C(C=CC=C1C1=C(C=C(C=C1C(C)C)C1=C(C=CC=C1)C)C(C)C)C1=C(C=C(C=C1C(C)C)C1=C(C=CC=C1)C)C(C)C)P(=O)=O 2,6-diphenyl-1-{2,6-bis[2,6-diisopropyl-4-(2-methylphenyl)phenyl]phenyl}-phosphocyclohexane